BrC1=CC=CC=2N1C=C(N2)C(=O)N 5-bromoimidazolo[1,2-a]pyridine-2-carboxamide